ClC=1C=C2N=C3C=CC(=CC3=C(C2=CC1)NCCCCCN1CCCCC1)OC 6-Chloro-2-methoxy-9-[(5-piperidinopentyl)amino]acridine